((5-(3-methyl-4-(trifluoromethoxy)phenyl)thiophen-2-yl)methyl)isoxazole-5-carboxamide CC=1C=C(C=CC1OC(F)(F)F)C1=CC=C(S1)CC1=NOC(=C1)C(=O)N